CN(C1(CCC2(C(N(C(N2)=O)CCC2=NC=CC=C2)=O)CC1)C1=CC=CC=C1)C cis-8-dimethylamino-8-phenyl-3-(2-pyridin-2-yl-ethyl)-1,3-diazaspiro[4.5]decane-2,4-dione